FC(C=1C=NC(=NC1)C1=C(C=C2C(N(C=NC2=C1)CCC[C@H](CC)NC=1C=NNC(C1C(F)(F)F)=O)=O)F)F 7-[5-(difluoromethyl)pyrimidin-2-yl]-6-fluoro-3-[(4S)-4-[[6-oxo-5-(trifluoromethyl)-1H-pyridazin-4-yl]amino]hexyl]quinazolin-4-one